FC(C1=CC=C(C=C1)[C@@H]1C[C@H](C1)OC=1C=C2C(=CNC2=CC1)NC(=O)C1=CN=CS1)(F)F N-(5-(trans-3-(4-(trifluoromethyl)phenyl)cyclobutoxy)-1H-indol-3-yl)thiazole-5-carboxamide